3-((4-(4-(2-(5-((5-chloro-4-(piperidin-1-yl)pyrimidin-2-yl)amino)pyridin-3-yl)-1-oxo-2,8-diazaspiro[4.5]decan-8-yl)piperidin-1-yl)phenyl)amino)piperidine-2,6-dione ClC=1C(=NC(=NC1)NC=1C=C(C=NC1)N1C(C2(CC1)CCN(CC2)C2CCN(CC2)C2=CC=C(C=C2)NC2C(NC(CC2)=O)=O)=O)N2CCCCC2